(R)-N-(1-(3-amino-5-(trifluoromethyl)phenyl)ethyl)-7-methoxy-2-methyl-6-(2-(oxetan-3-yloxy)ethoxy)quinazolin-4-amine NC=1C=C(C=C(C1)C(F)(F)F)[C@@H](C)NC1=NC(=NC2=CC(=C(C=C12)OCCOC1COC1)OC)C